C(C1=CC=CC=C1)OC(=O)[C@H](C)OC(=O)[C@H](C)OC(=O)[C@H](C)OC(=O)[C@H](C)OC(=O)[C@H](C)OC(=O)[C@H](C)OC([C@H](C)O)=O (S)-2-hydroxy-propionic acid (S)-1-[(S)-1-((S)-1-{(S)-1-[(S)-1-((S)-1-benzyloxycarbonyl-ethoxycarbonyl)-ethoxycarbonyl]-ethoxycarbonyl}-ethoxycarbonyl)-ethoxycarbonyl]-ethyl ester